C(#N)C=1N=C2C(=CC(N(C2=CC1)C)=O)N1C[C@H](N(C[C@@H]1C)C(C(=O)N(C)C)C1=CC=C(C=C1)F)C 2-((2r,5s)-4-(6-cyano-1-methyl-2-oxo-1,2-dihydro-1,5-naphthyridin-4-yl)-2,5-dimethylpiperazin-1-yl)-2-(4-fluorophenyl)-N,N-dimethylacetamide